O=C1C2=C(OC13C[C@H]1CC[C@@H](C3)N1C(=O)OC(C)(C)C)C=CC=C2 tert-butyl (1'R,2r,5'S)-3-oxo-3H-8'-azaspiro[benzofuran-2,3'-bicyclo[3.2.1]octane]-8'-carboxylate